O=C1NCCC2=CC=CC=C12 1-oxo-3,4-dihydroisoquinolin